4-(4-(2-(2,6-Dimethylpyridin-4-yl)-3-isopropyl-1H-indol-5-yl)cyclohexyl)morpholin CC1=NC(=CC(=C1)C=1NC2=CC=C(C=C2C1C(C)C)C1CCC(CC1)N1CCOCC1)C